S(=O)(=O)(OC(F)F)OCC(F)F (difluoromethyl) (2,2-difluoroethyl) sulfate